3-(3-(7-(2-hydroxypropan-2-yl)-2-methyl-1-oxo-2,9-dihydro-1H-pyrido[3,4-b]indol-4-yl)-2-methylphenyl)quinazoline-2,4(1H,3H)-dione OC(C)(C)C1=CC=C2C3=C(NC2=C1)C(N(C=C3C=3C(=C(C=CC3)N3C(NC1=CC=CC=C1C3=O)=O)C)C)=O